C(C)N1C(NC2=CC(=CC=C2C1=S)CN1CCN(CC1)C=1C=NC2=C(N=CC=C2C1)NC)=O 3-ethyl-7-((4-(8-(methylamino)-1,7-naphthyridin-3-yl)piperazin-1-yl)methyl)-4-thioxo-3,4-dihydroquinazolin-2(1H)-one